dibenzo[a,j]anthracene C1=CC=CC=2C=CC=3C=C4C=CC5=C(C4=CC3C21)C=CC=C5